((S)-2-(2-((R)-1-aminoethyl)-4-fluorophenoxy)-propyl)carbamic acid tert-butyl ester hydrochloride Cl.C(C)(C)(C)OC(NC[C@H](C)OC1=C(C=C(C=C1)F)[C@@H](C)N)=O